N1CCC(CC1)COC1=CC=C2C(NC=NC2=C1)=O 7-(piperidin-4-ylmethoxy)-3H-quinazolin-4-one